O=C1CN(CCN1C1C(NCCCC1)=O)C(=O)OC(C)(C)C tert-Butyl 3-oxo-4-(2-oxoazepan-3-yl)piperazine-1-carboxylate